ClC1=CC=C(C=C1)C1(N2C(C3=CC=CC=C13)=NCC2)OC\C=C\C2=CC=C(C=C2)C(F)(F)F (E)-5-(4-chlorophenyl)-5-((3-(4-(trifluoromethyl)phenyl)allyl)oxy)-2,5-dihydro-3H-imidazo[2,1-a]isoindole